methyl (E)-4-(2-benzyloxyethoxy)but-2-enoate C(C1=CC=CC=C1)OCCOC/C=C/C(=O)OC